2-(6-ethoxypyridin-3-yl)-N-(2-(2-fluoro-5-methoxypyridin-3-yl)ethyl)pyrimidine-4-carboxamide C(C)OC1=CC=C(C=N1)C1=NC=CC(=N1)C(=O)NCCC=1C(=NC=C(C1)OC)F